COCCN1[C@H]2[C@@H](NCC1)C[C@@H](OC2)C=O ((4aS,7R,8aS)-4-(2-methoxyethyl)octahydro-2H-pyrano[3,4-b]pyrazin-7-yl)methanone